2-chloro-4-methyl-3,5,6-trifluorobenzyl (1R)-trans-3-[(Z)-(2-cyano-1-propenyl)]-2,2-dimethylcyclopropanecarboxylate C(#N)\C(=C/[C@H]1C([C@@H]1C(=O)OCC1=C(C(=C(C(=C1F)F)C)F)Cl)(C)C)\C